3-(7-Chloro-5-fluoro-1-benzofuran-3-yl)-1,2,5,6-tetrahydropyridine ClC1=CC(=CC=2C(=COC21)C=2CNCCC2)F